5-(oxetan-3-yl)isoxazole-3-carboxylic acid O1CC(C1)C1=CC(=NO1)C(=O)O